6-(1H-imidazol-1-yl)-N-((1r,4r)-4-methoxycyclohexyl)-3-(trifluoromethyl)picolinamide N1(C=NC=C1)C1=CC=C(C(=N1)C(=O)NC1CCC(CC1)OC)C(F)(F)F